N'-(4-methoxy-3-(2,2,2-trifluoro-1-methoxyethyl)pyrazolo[1,5-c]pyrimidin-5-yl)-N,N-dimethylformimidamide COC=1C=2N(C=NC1N=CN(C)C)N=CC2C(C(F)(F)F)OC